(2S)-N-{4-[4-(4-Ethylphenyl)-1H-imidazol-2-yl]phenyl}pyrrolidine C(C)C1=CC=C(C=C1)C=1N=C(NC1)C1=CC=C(C=C1)N1CCCC1